CN1C=NC2=C1C=C(C=C2)C 1,6-dimethyl-1H-benzo[d]imidazole